C(CCCCCCC\C=C/C\C=C/CCCCC)(=O)O[C@@H](C\C=C/CCCCCCCCOC(CCC(=O)O)=O)CCCCCC 4-(((R,Z)-12-(Linoleoyloxy)octadec-9-en-1-yl)oxy)-4-oxobutanoic acid